acryloxyoctadecyliododimethylsilane C(C=C)(=O)OCCCCCCCCCCCCCCCCCC[Si](C)(C)I